tert-Butyl (2-(6,7-dichloro-3-(thiazol-2-ylamino)-9H-carbazol-1-yl)ethyl)carbamate ClC=1C=C2C=3C=C(C=C(C3NC2=CC1Cl)CCNC(OC(C)(C)C)=O)NC=1SC=CN1